ClCC(C[NH+](CC)C)O 3-chloro-2-hydroxypropyl-methylethyl-ammonium